ClC1=NC(=NC(=C1)C)NC(=O)N 4-chloro-6-methylpyrimidin-2-ylurea